NCCCN(CCCNC(OC(C)(C)C)=O)C tert-butyl (3-((3-aminopropyl)(methyl)amino)propyl)-carbamate